N-(3-chloro-2-fluorobenzyl)-2-(((trans)-3-methoxycyclobutyl)amino)acetamide ClC=1C(=C(CNC(CN[C@@H]2C[C@H](C2)OC)=O)C=CC1)F